ClC=1C2=CC=CC=C2C(=C2C(C=CC(C12)=O)=O)O 9-chloro-10-hydroxyanthracene-1,4-dione